cyclopentyl-Sodium methoxide C[O-].C1(CCCC1)[Na]